N-(2-(4-((4-methoxythieno[3,2-d]pyrimidin-7-yl)sulfonyl)piperazin-1-yl)-2-oxoethyl)acrylamide COC=1C2=C(N=CN1)C(=CS2)S(=O)(=O)N2CCN(CC2)C(CNC(C=C)=O)=O